2-ethynyl-5H,6H-pyrazolo[3,2-b][1,3]oxazole C(#C)C1=CN2C(O1)=CCN2